2-{5-[5-Fluoro-6-(2-methoxy-ethoxy)-1H-indazol-3-yl]-isoxazol-3-yl}-thiazole-5-carboxylic acid FC=1C=C2C(=NNC2=CC1OCCOC)C1=CC(=NO1)C=1SC(=CN1)C(=O)O